(rac)-2'-{6-amino-5-[(2-chloro-5-fluorophenyl)methoxy]pyridin-3-yl}-N-(propan-2-yl)-5',6'-dihydrospiro[pyrrolidine-3,4'-pyrrolo[1,2-b]pyrazole]-1-carboxamide NC1=C(C=C(C=N1)C=1C=C2N(N1)CC[C@]21CN(CC1)C(=O)NC(C)C)OCC1=C(C=CC(=C1)F)Cl |r|